ClC=1C=C(C=2N(N1)C(=CN2)C(=O)N[C@H]2[C@@H](CC2)OC)N(C)CC2=CC=C(C=C2)OC 6-chloro-N-[(1R,2R)-2-methoxycyclobutyl]-8-{[(4-methoxyphenyl)methyl](methyl)amino}imidazo[1,2-b]pyridazine-3-carboxamide